4,4-dimethyl-2-oxo-piperidine-1-carboxylic acid tert-butyl ester C(C)(C)(C)OC(=O)N1C(CC(CC1)(C)C)=O